(4-(hexylcarbamoyl)-3-octyl-2-oxoimidazolidin-1-yl-methyl)benzoic acid C(CCCCC)NC(=O)C1N(C(N(C1)CC1=C(C(=O)O)C=CC=C1)=O)CCCCCCCC